C(CC)N(C(CO)CO)CCC 2-dipropylamino-1,3-propanediol